Racem-2-(6-chloro-1-cyclopropoxy-2,7-naphthyridin-4-yl)-1-methoxypropan-2-ol ClC=1C=C2C(=CN=C(C2=CN1)OC1CC1)[C@@](COC)(C)O |r|